C(C)(C)(C)NS(=O)(=O)C1=NC(=CC=C1N[C@H](C)C=1C=C(C=C2C(C(=C(OC12)C1=CC=CC=C1)C=1C=NOC1)=O)C)Cl N-tert-Butyl-6-chloro-3-[[(1R)-1-(3-isoxazol-4-yl-6-methyl-4-oxo-2-phenyl-chromen-8-yl)ethyl]amino]pyridine-2-sulfonamide